6-chloro-5-fluoro-1-(4-fluoro-2-methylphenyl)-3-(6-methoxy-2-methylpyridin-3-yl)-4-oxo-1,2,3,4-tetra-hydroquinazoline-7-carbonitrile ClC=1C(=C2C(N(CN(C2=CC1C#N)C1=C(C=C(C=C1)F)C)C=1C(=NC(=CC1)OC)C)=O)F